C(#N)C(CNC=1C(=CC=C2C=CC(=CC12)C=1SC=C(N1)C(=O)NC1CCN(CC1)C)OC)=C 2-{8-[(2-cyano-2-methylideneethyl)amino]-7-methoxynaphthalen-2-yl}-N-(1-methylpiperidin-4-yl)-1,3-thiazole-4-carboxamide